The molecule is an unsaturated fatty acyl-CoA that results from the formal condensation of the thiol group of coenzyme A with the carboxy group of (6Z,9Z,12Z,15Z,18Z)-3-oxotetracosapentaenoic acid. It is an unsaturated fatty acyl-CoA, a very long-chain fatty acyl-CoA and a 3-oxo-fatty acyl-CoA. It derives from a (6Z,9Z,12Z,15Z,18Z)-tetracosapentaenoic acid. It is a conjugate acid of a (6Z,9Z,12Z,15Z,18Z)-3-oxotetracosapentaenoyl-CoA(4-). CCCCC/C=C\\C/C=C\\C/C=C\\C/C=C\\C/C=C\\CCC(=O)CC(=O)SCCNC(=O)CCNC(=O)[C@@H](C(C)(C)COP(=O)(O)OP(=O)(O)OC[C@@H]1[C@H]([C@H]([C@@H](O1)N2C=NC3=C(N=CN=C32)N)O)OP(=O)(O)O)O